C1(CCCC1)N1[C@@H](C(N(C=2C=NC(=NC12)NC1=C(C=CC=C1)OCCOCCOC1CCNCC1)C)=O)CC (7R)-8-cyclopentyl-7-ethyl-5-methyl-2-[2-[2-[2-(4-piperidyloxy)ethoxy]ethoxy]anilino]-7H-pteridin-6-one